O[C@@H]1C[C@H](N(C1)C(=O)C1NC2=CC=CC=C2C1)C(=O)NCC1=CC=C(C=C1)C1=C(N=CS1)C (2S,4R)-4-hydroxy-1-(indoline-2-carbonyl)-N-(4-(4-methylthiazol-5-yl)benzyl)pyrrolidine-2-carboxamide